tert-Butyl N-[(3S)-1-{6-[5-(methylcarbamoyl)-1H-pyrrolo[2,3-b]pyridin-3-yl]-3-nitroquinolin-4-yl}piperidin-3-yl]carbamate CNC(=O)C=1C=C2C(=NC1)NC=C2C=2C=C1C(=C(C=NC1=CC2)[N+](=O)[O-])N2C[C@H](CCC2)NC(OC(C)(C)C)=O